ClC1=C(C=CC(=C1)F)CC(=O)NC1=CN=NC(=C1)NC1=CC(=CC(=C1)F)F 2-(2-chloro-4-fluorophenyl)-N-[6-(3,5-difluorophenylamino)pyridazin-4-yl]acetamide